N1C=NC2=C1C=CC(=C2)N2C(C(C2C2=C(C=C(C=C2F)OCCC(F)F)F)C)=O 1-(1H-benzo[d]imidazol-5-yl)-4-(4-(3,3-difluoropropoxy)-2,6-difluorophenyl)-3-methylazetidin-2-one